4-(5-(trifluoromethyl)-1,2,4-oxadiazol-3-yl)anilineDecanediol maleate C(\C=C/C(=O)O)(=O)O.FC(C1=NC(=NO1)C1=CC=C(NCCCCCCCCCC(O)O)C=C1)(F)F